N-[4-(3-OXOPROPOXY)PHENYL]ACETAMIDE O=CCCOC1=CC=C(C=C1)NC(C)=O